C[N+]1(CCOCC1)C.[Cl-] N,N-dimethylmorpholine chloride